ClC1=C(C=CC=C1)C1N(C=CC=C1)C=1SC(=NN1)OCC1=CC=C(C=C1)Cl 2-(2-chlorophenyl)-N-[5-[(4-chlorophenyl)methoxy]-1,3,4-thiadiazol-2-yl]pyridine